spiro[3.3]heptan-2-ylmethyl carbonochloridate C(OCC1CC2(C1)CCC2)(=O)Cl